(R,S)-tert-butyl(3-methoxy-1-oxo-1-(4-(3-(trifluoromethoxy)phenyl)piperazin-1-yl)propan-2-yl)carbamate C(C)(C)(C)OC(N[C@@H](C(N1CCN(CC1)C1=CC(=CC=C1)OC(F)(F)F)=O)COC)=O